1-(exo-3-((8-((4-([1,2,4]Triazolo[1,5-a]pyridin-7-yloxy)-3-methyl-phenyl)amino)pyrimido[5,4-d]pyrimidin-2-yl)oxy)-8-azabicyclo[3.2.1]octan-8-yl)prop-2-en-1-one N=1C=NN2C1C=C(C=C2)OC2=C(C=C(C=C2)NC2=NC=NC1=C2N=C(N=C1)OC1CC2CCC(C1)N2C(C=C)=O)C